BrC1=CC=C(C=C2C(N(/C(/S2)=N/C2=CC=C(C=C2)S(=O)(=O)N)C2=CC=CC=C2)=O)C=C1 4-(((2Z)-5-(4-bromobenzylidene)-4-oxo-3-phenylthiazolidin-2-ylidene)amino)benzenesulphonamide